The molecule is a 1,2-diacyl-sn-glycerol in which the acyl groups at positions 1 and 2 are specifed as stearoyl and arachidonoyl respectively. It derives from an arachidonic acid and an octadecanoic acid. CCCCCCCCCCCCCCCCCC(=O)OC[C@H](CO)OC(=O)CCC/C=C\\C/C=C\\C/C=C\\C/C=C\\CCCCC